CC1(CN(CCN1)C(C(=O)NC1=NC=C(C=C1)OC1=CC=C(C=C1)F)C)C 2-(3,3-dimethylpiperazin-1-yl)-N-[5-(4-fluorophenoxy)pyridin-2-yl]propanamide